(S)-2-(4-(6-(4-chloro-2-fluorobenzyloxy)pyridin-2-yl)-2-fluorobenzyl)-1-((tetrahydrofuran-2-yl)methyl)-1H-benzo[d]imidazole-6-carboxylic acid ClC1=CC(=C(COC2=CC=CC(=N2)C2=CC(=C(CC3=NC4=C(N3C[C@H]3OCCC3)C=C(C=C4)C(=O)O)C=C2)F)C=C1)F